C(C)C=1C=NN(C1)C1(CN(C1)C=1C=2N(C=CC1)N=C(N2)NC=2C=NN(C2)CC(N2CCN(CC2)C2CCOCC2)=O)CC#N 2-[3-(4-ethylpyrazol-1-yl)-1-[2-[[1-[2-oxo-2-(4-tetrahydropyran-4-ylpiperazin-1-yl)ethyl]pyrazol-4-yl]amino]-[1,2,4]triazolo[1,5-a]pyridin-8-yl]azetidin-3-yl]acetonitrile